C(C)(=O)N1C[C@](CC1)(C)N1C=C(C(=CC1=O)NC1CCN(CC1)C)C(=O)N[C@H](C)C1=C(C(=CC=C1)C(F)F)F 1-((R)-1-acetyl-3-methylpyrrolidin-3-yl)-N-((R)-1-(3-(difluoromethyl)-2-fluorophenyl)ethyl)-4-((1-methylpiperidin-4-yl)amino)-6-oxo-1,6-dihydropyridine-3-carboxamide